ClC1=C(C(=O)NC2=C3C=NN(C3=CC=C2)C2=C(C=C(C=C2)OC(F)(F)F)C)C=C(C=C1)CNC(COC)=O 2-Chloro-5-{[(methoxyacetyl)amino]methyl}-N-{1-[2-methyl-4-(trifluoromethoxy)phenyl]-1H-indazol-4-yl}benzamide